N,N,P-trimethyl-P-(4-(5-(trifluoromethyl)-1,2,4-oxadiazol-3-yl)benzyl)phosphinic amide CN(P(=O)(CC1=CC=C(C=C1)C1=NOC(=N1)C(F)(F)F)C)C